N-(1-(2-fluorophenoxy)-2,4-dimethylpent-4-en-2-yl)-6-methyl-1H-pyrrolo[2,3-b]pyridine-5-carboxamide FC1=C(OCC(CC(=C)C)(C)NC(=O)C=2C=C3C(=NC2C)NC=C3)C=CC=C1